2-[4-(methoxymethoxy)-6-methyl-benzofuran-5-yl]-4,4,5,5-tetramethyl-1,3,2-dioxaborolane COCOC1=C(C(=CC2=C1C=CO2)C)B2OC(C(O2)(C)C)(C)C